Cl.N1(CCNCC1)C1=CC=C(C=C1)NC1C(NC(CC1)=O)=O 3-((4-(piperazin-1-yl)phenyl)amino)piperidine-2,6-dione hydrochloride